(S)-N-(3-cyano-4-fluorophenyl)-1-(5-(4-fluorophenyl)-1H-pyrrole-2-carbonyl)pyrrolidine-3-carboxamide C(#N)C=1C=C(C=CC1F)NC(=O)[C@@H]1CN(CC1)C(=O)C=1NC(=CC1)C1=CC=C(C=C1)F